COC(=O)C=1C=C(C=2N(C(C=C(N2)N2CCOCC2)=O)C1)Br 9-bromo-2-morpholino-4-oxo-pyrido[1,2-a]Pyrimidine-7-carboxylic acid methyl ester